5-(((Z)-1-((1S,4S)-2,5-diazabicyclo[2.2.1]heptane-2-carbonyl)-5-fluoro-2-oxoindol-3-ylidene)methyl)-N-(2-(diethylamino)ethyl)-2,4-dimethyl-1H-pyrrole-3-carboxamide hydrochloride salt Cl.[C@@H]12N(C[C@@H](NC1)C2)C(=O)N2C(\C(\C1=CC(=CC=C21)F)=C/C2=C(C(=C(N2)C)C(=O)NCCN(CC)CC)C)=O